N1CC(C1)NC=1C=2C=C(N=CC2C=C(C1)C1=C(C=CC=C1C)F)N N5-(azetidin-3-yl)-7-(2-fluoro-6-methyl-phenyl)isoquinoline-3,5-diamine